2-(3-cyclopropyl-1H-indazol-1-yl)acetic acid C1(CC1)C1=NN(C2=CC=CC=C12)CC(=O)O